N-(3-chloro-2-methoxyphenyl)-4-hydroxy-3-methyl-6-oxo-2,3-dihydro-1H-pyridine-5-carbothioamide ClC=1C(=C(C=CC1)NC(=S)C1=C(C(CNC1=O)C)O)OC